butyl 3-(3-bromo-2,6-difluorophenyl)-2-oxo-3,4-dihydroquinazoline-1(2H)-carboxylate BrC=1C(=C(C(=CC1)F)N1C(N(C2=CC=CC=C2C1)C(=O)OCCCC)=O)F